N-(2-cyclopropyl-4-methyl-5-oxo-5,6,7,8-tetrahydro-4H-pyrazolo[1,5-a][1,3]diazepin-6-yl)-1-((4,4-difluorocyclohexyl)methyl)-1H-1,2,4-triazole-3-carboxamide C1(CC1)C1=NN2C(N(C(C(CC2)NC(=O)C2=NN(C=N2)CC2CCC(CC2)(F)F)=O)C)=C1